N'-((3,5-diisopropyl-1-phenyl-1H-pyrazol-4-yl)carbamoyl)-4-(2-hydroxy-propan-2-yl)thiophene-2-sulfonimidamide C(C)(C)C1=NN(C(=C1NC(=O)N=S(=O)(N)C=1SC=C(C1)C(C)(C)O)C(C)C)C1=CC=CC=C1